N-(2-(ethylthio)phenyl)but-3-enamide trans-methyl-4-[(2,8-dimethyl-[1,2,4]triazolo[1,5-a]pyridin-6-yl)methyl]-1-methyl-cyclohexanecarboxylate COC(=O)C1(CCC(CC1)CC=1C=C(C=2N(C1)N=C(N2)C)C)C.C(C)SC2=C(C=CC=C2)NC(CC=C)=O